NC1=NN2C(N=CC=C2)=C1C(=O)N[C@@H](C)C=1N(C(C2=C(C=CC=C2C1)C#CC=1C=NN(C1)C1CC1)=O)C1=CC=CC=C1 (S)-2-amino-N-(1-(8-((1-cyclopropyl-1H-pyrazol-4-yl)ethynyl)-1-oxo-2-phenyl-1,2-dihydroisoquinolin-3-yl)ethyl)pyrazolo[1,5-a]pyrimidine-3-carboxamide